(E)-4-((9-((3-Fluorobenzyl)oxy)-8-methoxy-2,2-dimethyl-7-(3-methylbut-2-en-1-yl)-6-oxo-2H,6H-pyrano[3,2-b]xanthen-5-yl)oxy)but-2-enoic acid FC=1C=C(COC2=CC=3OC=4C=C5C(=C(C4C(C3C(=C2OC)CC=C(C)C)=O)OC/C=C/C(=O)O)C=CC(O5)(C)C)C=CC1